C(C)(C)(C)OC(N[C@@H](C(NNC(C(F)(F)F)=O)=O)C)=O (R)-(1-oxo-1-(2-(2,2,2-trifluoroacetyl)hydrazino)propan-2-yl)carbamic acid tert-butyl ester